C(C=C)(=O)N1[C@H](CN(CC1)C1=NC(=NC=2C[C@@]3(CCC12)CC1=CC=CC=C1CC3)OC[C@H]3N(CCC3)C)CC#N 2-((S)-1-acryloyl-4-((S)-2'-(((S)-1-methylpyrrolidin-2-yl)methoxy)-3,4,5',8'-tetrahydro-1H,6'H-spiro[naphthalene-2,7'-quinazolin]-4'-yl)piperazin-2-yl)acetonitrile